1H-PYRAZOLE-3-CARBALDEHYDE, HYDROCHLORIDE Cl.N1N=C(C=C1)C=O